4-[1-(4-fluorophenyl)-4-hydroxy-2-[1-(2-methoxyacetyl)pyrrolidin-3-yl]Indol-3-yl]Benzoic acid FC1=CC=C(C=C1)N1C(=C(C2=C(C=CC=C12)O)C1=CC=C(C(=O)O)C=C1)C1CN(CC1)C(COC)=O